COC1C2(COC3=C1C1=C(C=C3)C=CC=C1)C1CCC(C2)C1 methoxyspiro(norbornane-2,2'-[2H]benzo[f]benzopyran)